7-boc-3-bromo-5,6-dihydro-8H-imidazo[1,2-a]pyrazine C(=O)(OC(C)(C)C)N1CC=2N(CC1)C(=CN2)Br